FC(N1C(=NC2=C(C=C(C=C2C1=O)C)\C(\C)=N/[S@](=O)C(C)(C)C)C1CCOCC1)F (NZ,R)-N-[1-[3-(difluoromethyl)-6-methyl-4-oxo-2-tetrahydropyran-4-yl-quinazolin-8-yl]ethylidene]-2-methyl-propane-2-sulfinamide